6-fluoro-1-methyl-1,2,3,4-tetrahydroquinoxaline FC=1C=C2NCCN(C2=CC1)C